4-methylidene-2-azabicyclo[3.1.0]hexan-3-one C=C1C(NC2CC12)=O